3-acetyl-6-bromo-7-methoxy-1-methylquinolin-2(1H)-one C(C)(=O)C=1C(N(C2=CC(=C(C=C2C1)Br)OC)C)=O